FC(=C(C(=O)O)C(C(F)(F)F)(F)F)F.C(C=C)(=O)OC(C(C(C(C(C(C(C(C(C(C(F)(F)F)(F)F)(F)F)(F)F)(F)F)(F)F)(F)F)(F)F)(F)F)(F)F)(F)F perfluoroundecyl acrylate perfluoroethyl-acrylate